FC=1C=C(C=CC1)C1CCC(CC1)OC[C@H]1[C@H](CCC2=CC=C(C(N12)=O)C)NS(=O)(=O)C1CC1 |r| rac-N-[(3S,4R)-4-({[(1s,4S)-4-(3-fluorophenyl)cyclohexyl]oxy}methyl)-7-methyl-6-oxo-1,3,4,6-tetrahydro-2H-quinolizin-3-yl]cyclopropanesulfonamide